NC1=CC(=C(C=C1)N1CCC(CC1)O)F 1-(4-amino-2-fluorophenyl)piperidin-4-ol